C(C)(C)(C)OC(=O)C1=C(N2C(C(S1)(F)F)C=CC=C2)C(=O)O 1,1-difluoro-1,9a-dihydropyrido[2,1-c][1,4]thiazine-3,4-dicarboxylic acid tert-butyl ester